FC1=C2[C@H](CCOC2=CC=C1)NC(=O)NC1=NN(C=C1)C1=CC=CC=C1 1-[(4S)-5-fluorochroman-4-yl]-3-(1-phenylpyrazol-3-yl)urea